CC1CCN(CC1)CC(=O)N1CCN(CC1)C1=NN=C(C2=CC=CC=C12)C1=CC=CC=C1 2-(4-methylpiperidin-1-yl)-1-[4-(4-phenylphthalazin-1-yl)piperazin-1-yl]ethan-1-one